N1CC(C1)N1CCN(CC1)C(=O)C1=CC=C(C=C1)N1CCC2(CCN(C2)C2=CC(=C(C#N)C=C2)Cl)CC1 4-(8-(4-(4-(azetidin-3-yl)piperazine-1-carbonyl)phenyl)-2,8-diazaspiro[4.5]decan-2-yl)-2-chlorobenzonitrile